C[Si](C(C(=O)OCCCCCCCCCC)C)(OCC)OCC decyl α-methyldiethoxysilylpropionate